2-(biscarboxymethylamino)-6-{3-[2-(3,4-dihydroxyphenyl)-ethylcarbamoyl]-propionylamino}-hexanoic acid C(=O)(O)CN(C(C(=O)O)CCCCNC(CCC(NCCC1=CC(=C(C=C1)O)O)=O)=O)CC(=O)O